COC1=NC(=NC(=N1)OC)C(=O)C1=C(C(=CC=C1)F)N(S(=O)(=O)C(F)F)C N-[2-[(4,6-dimethoxy-1,3,5-triazin-2-yl)carbonyl]-6-fluorophenyl]-1,1-difluoro-N-methylmethanesulfonamide